N=1N(C=C2CCCCC12)CC=O 2-(4,5,6,7-tetrahydro-2H-indazol-2-yl)ethan-1-one